C1CC12CN(CC2)CCNC(=O)C=2C=C(C(=NC2)C)NC(=O)C=2C=NN1C2SC(=C1)C=1C=NC=CC1 N-(5-((2-(5-azaspiro[2.4]heptan-5-yl)ethyl)carbamoyl)-2-methylpyridin-3-yl)-2-(pyridin-3-yl)pyrazolo[5,1-b]thiazole-7-carboxamide